ClC1=C(C=C2CCCC(C2=C1)=O)F 7-Chloro-6-fluoro-3,4-dihydronaphthalen-1(2H)-one